(2S,3R)-2-(5-(4-fluorophenyl)-8-methyl-1,6-dioxo-2,5-diazaspiro[3.4]octan-2-yl)-3-hydroxybutyramide FC1=CC=C(C=C1)N1C2(CN(C2=O)[C@H](C(=O)N)[C@@H](C)O)C(CC1=O)C